ClC1=C(C=CC=C1)[C@H](C(=O)N1CC2=C(N=C(NC2=O)C(C)(C)C2=CC=CC=C2)CC1)O (R)-6-(2-(2-chlorophenyl)-2-hydroxyacetyl)-2-(2-phenylpropan-2-yl)-5,6,7,8-tetrahydropyrido[4,3-d]pyrimidin-4(3H)-one